C(C)(C)(C)OC(=O)N1CCC(CC1)(C(=O)O)CC=1SC=CC1 1-(tert-butoxycarbonyl)-4-(thien-2-ylmethyl)piperidine-4-carboxylic acid